(8-methylnaphthalen-1-yl)boric acid CC=1C=CC=C2C=CC=C(C12)OB(O)O